C(C)C1C(N(CC1)C1=C(C(=C(C=C1)C1=CC2=C(N=C(N=C2)SC)N(C1=O)C(C)C)F)F)=O 6-(4-(3-Ethyl-2-oxopyrrolidin-1-yl)-2,3-difluorophenyl)-8-isopropyl-2-(methylthio)pyrido[2,3-d]pyrimidin-7(8H)-one